N(=C=O)CC1=CC=NC=C1 4-(isocyanatomethyl)-pyridine